N-indan-4-yl-8-ethoxy-2-tetrahydropyran-4-yl-imidazo[1,2-a]pyrazine-6-carboxamide C1CCC2=C(C=CC=C12)NC(=O)C=1N=C(C=2N(C1)C=C(N2)C2CCOCC2)OCC